NCC=1C=C(C=CC1)C=1C=C(C2=C(C(=C(O2)C(=O)O)COC2=C(C=CC=C2)CC(=O)O)C1)NC(=O)OCC 5-(3-(aminomethyl)phenyl)-3-((2-(carboxymethyl)phenoxy)methyl)-7-((ethoxycarbonyl)amino)benzofuran-2-carboxylic acid